aluminum thulium [Tm].[Al]